C1(=C(C(=CC=C1)S(=O)(=O)[O-])S(=O)(=O)[O-])C=CC1=CC=CC=C1.C(C)N(C1=NN=NC(=C1N)N)C1=CC=CC=C1.C(C)N(C1=NN=NC(=C1N)N)C1=CC=CC=C1.[Na+].[Na+] disodium bis(ethylphenyltriaminotriazine) stilbenedisulfonate